C1(=CC=CC=C1)CN1CC2(CCC(C1)N2CC2=CC=CC=C2)CC(=O)O 2-(3,8-diphenylmethyl-3,8-diazabicyclo[3.2.1]octan-1-yl)acetic acid